1-Dodecyl-4-propylpiperidinium triflat [O-]S(=O)(=O)C(F)(F)F.C(CCCCCCCCCCC)[NH+]1CCC(CC1)CCC